BrC1(CNC2=NC=CC(=C21)Cl)CC(F)F 3-bromo-4-chloro-3-(2,2-difluoroethyl)-1H-pyrrolo[2,3-b]pyridine